methyl 4-oxo-3,4-dihydroquinazoline-8-carboxylate O=C1NC=NC2=C(C=CC=C12)C(=O)OC